C1(CC1)COC1=C(C=CC(=N1)C(=O)NC(CC)(CC)C(NCCCF)=O)N1CC(C1)(C)F 6-(Cyclopropylmethoxy)-5-(3-fluoro-3-methylazetidin-1-yl)-N-(3-(3-fluoropropylcarbamoyl)pentan-3-yl)picolinamide